C(C)C=1C=C(C(=N)NO)C=C(C1)C 3-ethyl-N-hydroxy-5-methyl-benzamidine